CC1=CC=C(C=C1)S(=O)(=O)OC1=NC(=NC(=C1)C1=NOC(=N1)C1(CCCC=2SC(=C(C21)C#N)N)C)O[C@@H](C)[C@H]2N(CCC2)C 6-(5-(2-amino-3-cyano-4-methyl-4,5,6,7-tetrahydrobenzo[b]thiophen-4-yl)-1,2,4-oxadiazol-3-yl)-2-((S)-1-((S)-1-methylpyrrolidin-2-yl)ethoxy)pyrimidin-4-yl 4-methylbenzenesulfonate